6-[4-[[3-(2,4-dimethyl-1,3-thiazol-5-yl)-6-oxopyridazin-1-yl]methyl]piperidin-1-yl]pyridin-3-carbonitrile CC=1SC(=C(N1)C)C1=NN(C(C=C1)=O)CC1CCN(CC1)C1=CC=C(C=N1)C#N